([1,2,4]triazolo[4,3-a]pyrazin-8-yl)-N-(3-bromophenyl)-N-(isoxazol-5-ylmethyl)methylamine N=1N=CN2C1C(=NC=C2)CN(CC2=CC=NO2)C2=CC(=CC=C2)Br